Tert-butyl 2-(2-(2-(chlorosulfonyl)ethoxy)ethoxy)acetate ClS(=O)(=O)CCOCCOCC(=O)OC(C)(C)C